5-{[2-(4-chlorophenyl)imidazo[1,2-a]pyridin-3-yl]methyl}-2,5-diazabicyclo[2.2.2]octane-2-carboxylic acid tert-butyl ester C(C)(C)(C)OC(=O)N1C2CN(C(C1)CC2)CC2=C(N=C1N2C=CC=C1)C1=CC=C(C=C1)Cl